[Si](C)(C)(C(C)(C)C)OC1=C2CN(C(C2=CC=C1)=O)[C@@H]1C(NC(CC1)=O)=O (S)-3-(4-((tert-butyldimethylsilyl)oxy)-1-oxoisoindolin-2-yl)piperidine-2,6-dione